S-benzyl S'-propyl trithiocarbonate C(SCC1=CC=CC=C1)(SCCC)=S